FC=1C=C(NC2=NC=C(C(=N2)N[C@H](CO)C2=CC=CC=C2)C(=O)N)C=CC1S(=O)(=O)C 2-(3-fluoro-4-methylsulfonyl-anilino)-4-[[(1S)-2-hydroxy-1-phenyl-ethyl]amino]pyrimidine-5-carboxamide